2-(5-bromo-4-methoxypyrimidin-2-yl)acetic acid BrC=1C(=NC(=NC1)CC(=O)O)OC